(1S,3S)-3-((6-(5-(((5-ethoxy-pyridazin-3-yl)oxy)methyl)-1-methyl-1H-1,2,3-triazol-4-yl)-2-methylpyridin-3-yl)oxy)cyclohexane-1-carboxylic acid C(C)OC=1C=C(N=NC1)OCC1=C(N=NN1C)C1=CC=C(C(=N1)C)O[C@@H]1C[C@H](CCC1)C(=O)O